C(C)(C)N1C=CC2=NC(=CC=C21)C=2SC=C(N2)C2=C(C=CC=C2)C 2-(1-isopropyl-pyrrolo[3,2-b]pyridin-5-yl)-4-(o-tolyl)thiazole